P(O)(=O)(OP(=O)(O)OP(=O)(O)O)OC[C@@H]1[C@H](C[C@@H](O1)N1C(=O)NC(=O)C=C1)O DEOXYURIDINE TRIPHOSPHATE